2-carbamoyl-piperazine-1,4-dicarboxylic acid di-tert-butyl ester C(C)(C)(C)OC(=O)N1C(CN(CC1)C(=O)OC(C)(C)C)C(N)=O